OC=1C=C(C=C(C1)O)/C=C/C(=O)OCCC1=CC=CC=C1 phenethyl (E)-3-(3,5-dihydroxyphenyl)acrylate